5-(1-(cyclobutylmethyl)piperidin-4-yl)-2-(5-(8-methyl-[1,2,4]triazolo[1,5-a]pyridin-6-yl)-4-(2,2,2-trifluoroethyl)-1H-pyrazol-3-yl)thiazole C1(CCC1)CN1CCC(CC1)C1=CN=C(S1)C1=NNC(=C1CC(F)(F)F)C=1C=C(C=2N(C1)N=CN2)C